FC=1C=C(CNC=2C=C3C(=NNC3=CC2)C(C(=O)NC(C)C)=C)C=C(C1)F (5-((3,5-difluorobenzyl)amino)-1H-indazol-3-yl)-N-isopropylacrylamide